O[C@]1(C[C@H]2CC[C@H]3[C@@H]4CCC[C@@H]([C@]4(CC[C@@H]3[C@H]2CC1)C)C(=O)NCC1=NC=CC=C1)C (1S,4aS,4bR,6aR,8R,10aS,10bR,12aS)-8-hydroxy-8,12a-dimethyl-N-(pyridin-2-ylmethyl)octadecahydrochrysene-1-carboxamide